1-oxo-1,2,3,4-tetrahydroiSoquinoline-7-carboxylate O=C1NCCC2=CC=C(C=C12)C(=O)[O-]